C(C)(C)C1=CC=C(C(=N1)OC)C1=CN=C2SC(=NN21)N2C[C@@H](CC2)C2(CC2)N (R)-1-(1-(5-(6-isopropyl-2-methoxypyridin-3-yl)imidazo[2,1-b][1,3,4]thiadiazol-2-yl)pyrrolidin-3-yl)cyclopropan-1-amine